COC(C1=C(C(=C(C(=C1)F)Br)F)N1CCOCC1)=O 4-Bromo-3,5-difluoro-2-morpholin-4-ylbenzoic acid methyl ester